(R)-imino(methyl)(4-((5-methyl-7-(pyrrolidin-1-yl)-[1,2,4]triazolo[1,5-a]pyrimidin-6-yl)methyl)phenyl)-λ6-sulfanone N=[S@](=O)(C1=CC=C(C=C1)CC=1C(=NC=2N(C1N1CCCC1)N=CN2)C)C